(2S,3R,4R)-1-acetyl-2,3-dimethyl-4-((4-methylpyrimidin-2-yl)amino)-1,2,3,4-tetrahydroquinoline-6-carboxamide C(C)(=O)N1[C@H]([C@@H]([C@H](C2=CC(=CC=C12)C(=O)N)NC1=NC=CC(=N1)C)C)C